BrC1=C(C(=O)NC(C)C)C=C(C=C1)NC1=NN(C(=C1)C)C1OCCCC1 2-bromo-N-isopropyl-5-[(5-methyl-1-tetrahydropyran-2-yl-pyrazol-3-yl)amino]benzamide